ClC1=CC=2CN(C[C@H](OC2C2=CC=CC=C12)CC)C(=O)OC(C)(C)C tert-butyl (R)-7-chloro-2-ethyl-2,3-dihydronaphtho[2,1-f][1,4]oxazepine-4(5H)-carboxylate